7-bromo-N,N-bis(2,4-dimethoxybenzyl)-2-((5-methylthiazol-2-yl)methoxy)imidazo[2,1-f][1,2,4]triazin-4-amine BrC1=CN=C2C(=NC(=NN21)OCC=2SC(=CN2)C)N(CC2=C(C=C(C=C2)OC)OC)CC2=C(C=C(C=C2)OC)OC